C(N)(=O)[C@H]1N2C(N([C@H](CC1)C2)OS(=O)(=O)OC(C(=O)[O-])(C)CC(CC(C)(C)C)(C)C)=O (((((1R,2S,5R)-2-carbamoyl-7-oxo-1,6-diazabicyclo[3.2.1]octan-6-yl) oxy) sulfonyl) oxy)-2,2,4,4-tetramethylpentylpropionate